N,N-diphenyl-ethyloxalyl-diamine C1(=CC=CC=C1)N(C(C(=O)NCC)=O)C1=CC=CC=C1